1-(4-Ethylpiperazin-2-yl)ethan-1-one C(C)N1CC(NCC1)C(C)=O